C(C(=C)C)(=O)ON(CCCCCCN(C(=O)OC(C)C)OC(C(=C)C)=O)C(=O)OC(C)C 1,6-Bis(methacryloxy-2-propoxycarbonylamino)hexane